NCC#CC1=C(C(=O)OC)C=CC(=C1)C#CCCCNC(C[C@H]1C=2N(C3=C(C(=N1)C1=CC=C(C=C1)Cl)C(=C(S3)C)C)C(=NN2)C)=O methyl (S)-2-(3-aminoprop-1-yn-1-yl)-4-(5-(2-(4-(4-chlorophenyl)-2,3,9-trimethyl-6H-thieno[3,2-f][1,2,4]triazolo[4,3-a][1,4]diazepin-6-yl)acetamido)pent-1-yn-1-yl)benzoate